2-amino-4,5,6,7-tetrahydro-1-benzothiophene NC=1SC2=C(C1)CCCC2